Cl.NC1=NC=C(C=N1)C#CC1=C(C(=O)N[C@H](CO)CC2=CC=C(C=C2)OC)C=CC(=C1)OC(F)F [2-(2-aminopyrimidin-5-yl)ethynyl]-4-(difluoromethoxy)-N-[(2S)-1-hydroxy-3-(4-methoxyphenyl)propan-2-yl]benzamide hydrochloride